C1(CCCCCC1)NC(OC1=CC(=C(C=C1)O)C=1C=NC=C(C1)C1=NN=NN1COCC[Si](C)(C)C)=O 4-hydroxy-3-(5-(1-((2-(trimethylsilyl)ethoxy)methyl)-1H-tetrazol-5-yl)pyridin-3-yl)phenyl cycloheptylcarbamate